N-(2-(2-chloro-4-fluorophenyl)-2-(dimethylamino)ethyl)isoindoline-2-carboxylic acid amide ClC1=C(C=CC(=C1)F)C(CNC(=O)N1CC2=CC=CC=C2C1)N(C)C